(1R,2R)-2-fluoro-N-(3-(6-((S)-1-hydroxybutyl-1-d)-4-methylpyridin-3-yl)-1,6-naphthyridin-7-yl)cyclopropane-1-carboxamide F[C@H]1[C@H](C1)C(=O)NC1=NC=C2C=C(C=NC2=C1)C=1C=NC(=CC1C)[C@@](CCC)([2H])O